[Na].[Cl-].P(=O)(O)(O)OCC[N+](C)(C)C Phosphocholine chloride sodium salt